2-(4-cyclopropylthiazol-2-yl)-N-(4,4-difluorocyclohexyl)-6-(1-ethoxyvinyl)pyrimidin-4-amine C1(CC1)C=1N=C(SC1)C1=NC(=CC(=N1)NC1CCC(CC1)(F)F)C(=C)OCC